hydroxydimethylsilyl trifluoroacetate FC(C(=O)O[Si](C)(C)O)(F)F